tert-butyl (3-(4-((2-(((R or S)-1-(benzyloxy)hexan-3-yl)oxy)-4-(bis(2,4-dimethoxybenzyl)amino)imidazo[2,1-f][1,2,4]triazin-7-yl)(hydroxy)methyl) phenyl) propyl)(methyl)carbamate C(C1=CC=CC=C1)OCC[C@@H](CCC)OC1=NN2C(C(=N1)N(CC1=C(C=C(C=C1)OC)OC)CC1=C(C=C(C=C1)OC)OC)=NC=C2C(C2=CC=C(C=C2)CCCN(C(OC(C)(C)C)=O)C)O |o1:10|